N[C@@H](COC(CCCC#CBr)=O)C(CC(C)(C)C)=O 6-bromo-5-hexynoic acid-(2S)-2-amino-5,5-dimethyl-3-oxohexyl ester